FC(CO)(CN1[C@@H](C=2NC3=CC=CC=C3C2C[C@H]1C)C1=CN=C(S1)O[C@H]1CN(C[C@@H]1F)CCCF)F 2,2-Difluoro-3-((1S,3R)-1-(2-(((3S,4S)-4-fluoro-1-(3-fluoropropyl)pyrrolidin-3-yl)oxy)thiazol-5-yl)-3-methyl-1,3,4,9-tetrahydro-2H-pyrido[3,4-b]indol-2-yl)propan-1-ol